IC1=NNC2=C(C=C(C=C12)C)S(=O)(=O)N(C)CC(=O)NC1=CC(N(C=C1)C)=O 2-(3-iodo-N,5-dimethyl-1H-indazole-7-sulfonamido)-N-(1-methyl-2-oxo-1,2-dihydropyridin-4-yl)acetamide